(3-Chloro-2,4-dimethyl-5,7-dihydropyrrolo[3,4-b]pyridin-6-yl)-[(3R)-1-(5-methoxypyrazin-2-yl)pyrrolidin-3-yl]methanon ClC=1C(=C2C(=NC1C)CN(C2)C(=O)[C@H]2CN(CC2)C2=NC=C(N=C2)OC)C